4-bromo-5-[4-(3-trifluoromethyl-benzenesulfonyl)-piperazin-1-yl]-benzofuran-2-carboxylic acid BrC1=C(C=CC2=C1C=C(O2)C(=O)O)N2CCN(CC2)S(=O)(=O)C2=CC(=CC=C2)C(F)(F)F